C(CC(=O)C(=O)[O-])C[NH+]=C(N)N 2-ketoarginine